C1(=CC=CC=C1)C=1C(=CC(=CC1)N1C2=CC=CC=C2C=2C=CC(=CC12)Cl)C1=CC=CC=C1 9-([1,1':2',1''-terphenyl]-4'-yl)-2-chloro-9H-carbazole